2-({2-[(4-methoxyphenyl)methyl]-4-methyl-2-azabicyclo[3.1.1]hept-3-yl}methyl)-2,3-dihydro-1H-isoindole-1,3-dione COC1=CC=C(C=C1)CN1C2CC(C(C1CN1C(C3=CC=CC=C3C1=O)=O)C)C2